(S)-4-(Boc-amino)-1-pentanol C(=O)(OC(C)(C)C)N[C@H](CCCO)C